1-iodo-2-nitrobenzene IC1=C(C=CC=C1)[N+](=O)[O-]